CC=1N=C(C2=C(N1)C=NC(=C2)N2C[C@H](CC2)NC(C)=O)N[C@H](C)C2=C(C(=CC=C2)C(F)(F)F)C N-{(3S)-1-[2-methyl-4-({(1R)-1-[2-methyl-3-(trifluoromethyl)phenyl]ethyl}amino)pyrido[3,4-d]pyrimidin-6-yl]pyrrolidin-3-yl}acetamide